CC1C(NC2CC1C2)CN2C(C1=CC=CC=C1C2=O)=O trans-2-({4-methyl-2-azabicyclo[3.1.1]hept-3-yl}methyl)-2,3-dihydro-1H-isoindole-1,3-dione